(3S,6S,14S)-6-acetamido-N-((S)-1-(benzo[d]thiazol-2-yl)-5-guanidino-1-oxopentan-2-yl)-3-benzyl-2,5,8-trioxo-1,4,9-triazacyclotetradecane-14-carboxamide C(C)(=O)N[C@@H]1C(N[C@H](C(N[C@@H](CCCCNC(C1)=O)C(=O)N[C@H](C(=O)C=1SC2=C(N1)C=CC=C2)CCCNC(=N)N)=O)CC2=CC=CC=C2)=O